S1C(=CC=C1)C=1N=NSC1 4-(thiophene-2-yl)-1,2,3-thiadiazole